N-Methyl-N-(trimethylsilyl)-trifluoroacetamide CN(C(=O)C(F)(F)F)[Si](C)(C)C